3-(3-Chloro-4-fluorophenyl)-1-(1-(6-chloro-4-oxo-3,4-dihydrophthalazin-1-yl)ethyl)-1-(3-hydroxypropyl)urea ClC=1C=C(C=CC1F)NC(N(CCCO)C(C)C1=NNC(C2=CC(=CC=C12)Cl)=O)=O